C(C)(CC)N1N=CN(C1=O)C1=CC=C(C=C1)N1CCN(CC1)C1=CC=C(C=C1)B1OC(C(O1)(C)C)(C)C 2-(sec-butyl)-4-(4-(4-(4-(4,4,5,5-tetramethyl-1,3,2-dioxaborolan-2-yl)phenyl)piperazin-1-yl)phenyl)-2,4-dihydro-3H-1,2,4-triazol-3-one